(5-(2-amino-3-cyclopropyl-2-methylpropyloxy)-6-(difluoromethyl)-[2,4'-bipyridine]-2'-yl)carbamic acid methyl ester COC(NC1=NC=CC(=C1)C1=NC(=C(C=C1)OCC(CC1CC1)(C)N)C(F)F)=O